3,3-dimethyl-1-(4-(((2r,3r,4r,5s)-3,4,5-trihydroxy-2-(hydroxymethyl)piperidin-1-yl)methyl)piperidin-1-yl)butan-1-one CC(CC(=O)N1CCC(CC1)CN1[C@@H]([C@H]([C@@H]([C@H](C1)O)O)O)CO)(C)C